N,N-dimethyl-1-(5-(4,4,5,5-tetramethyl-1,3,2-dioxaborolan-2-yl)benzo[d]thiazol-2-yl)propan-2-amine CN(C(CC=1SC2=C(N1)C=C(C=C2)B2OC(C(O2)(C)C)(C)C)C)C